2-[1-[2-(1H-Indazol-5-yl)-3,6-dimethyl-4-oxo-chromen-8-yl]ethylamino]benzoic acid N1N=CC2=CC(=CC=C12)C=1OC2=C(C=C(C=C2C(C1C)=O)C)C(C)NC1=C(C(=O)O)C=CC=C1